6-methyl-N1-(4-(3-pyridinyl)thiazol-2-yl)benzene-1,3-diamine CC1=CC=C(C=C1NC=1SC=C(N1)C=1C=NC=CC1)N